6-(3-aminopyrrolidin-1-yl)-N-((7-chloro-1H-benzo[d]imidazol-2-yl)methyl)-3-(thiophen-3-yl)imidazo[1,2-b]pyridazin-8-amine NC1CN(CC1)C=1C=C(C=2N(N1)C(=CN2)C2=CSC=C2)NCC2=NC1=C(N2)C(=CC=C1)Cl